(4S,5R)-4-amino-5-[[4-[3-(2-[3-[1-(2,6-dioxopiperidin-3-yl)-3-methyl-2-oxo-1,3-benzodiazol-4-yl]propoxy]eth-oxy)propyl]phenyl]meth-oxy]hexanamide hydrochloride Cl.N[C@@H](CCC(=O)N)[C@@H](C)OCC1=CC=C(C=C1)CCCOCCOCCCC1=CC=CC=2N(C(N(C21)C)=O)C2C(NC(CC2)=O)=O